cerium tetra(2-(4,4-dimethyl-4,5-dihydrooxazol-2-yl)propan-2-olate) CC1(N=C(OC1)C(C)(C)[O-])C.CC1(N=C(OC1)C(C)(C)[O-])C.CC1(N=C(OC1)C(C)(C)[O-])C.CC1(N=C(OC1)C(C)(C)[O-])C.[Ce+4]